(S)-(5-(1-(difluoromethyl)-1H-pyrazol-3-yl)-1,3,4-oxadiazol-2-yl)(4-(7-methylbenzo[d]oxazol-2-yl)-6,7-dihydro-1H-imidazo[4,5-c]pyridin-5(4H)-yl)methanone FC(N1N=C(C=C1)C1=NN=C(O1)C(=O)N1[C@@H](C2=C(CC1)NC=N2)C=2OC1=C(N2)C=CC=C1C)F